z-1-tetradecene C=CCCCCCCCCCCCC